FC1=C(C(=CC=C1)F)C=1N=C(C2=C(N1)CNC2=O)NC2=CC=C(C=C2)[C@@H](C(=O)O)C (S)-2-(4-((2-(2,6-difluorophenyl)-5-oxo-6,7-dihydro-5H-pyrrolo-[3,4-d]pyrimidin-4-yl)amino)phenyl)propanoic acid